C1(CCCCC1)CN1CC(CCC1)C=1NC(N(N1)C1=NC=CC=C1)=O 5-(1-(cyclohexylmethyl)piperidin-3-yl)-2-(pyridin-2-yl)-2,4-dihydro-3H-1,2,4-triazol-3-one